O1C(=NC2=C1C=CC=C2)C=2C(=C(C=O)C=C(C2)OC)O 3-(benzo[d]oxazole-2-yl)-2-hydroxy-5-methoxybenzaldehyde